FC=1C=C(C=C(C1)F)[C@@H]1CC[C@H]2OC3(C(N21)=O)CCN(CC3)C(=O)C3=C(SC=C3)C3=NC=CC=N3 (5'S,7a'R)-5'-(3,5-difluorophenyl)-1-[2-(pyrimidin-2-yl)thiophene-3-carbonyl]-tetrahydro-3'H-spiro-[piperidine-4,2'-pyrrolo[2,1-b][1,3]-oxazol]-3'-one